(R)-3-(3,4-dimethylphenyl)-8-((1,1-dioxido-2,3-dihydrothiophen-3-yl)amino)-2,6-naphthyridin-1(2H)-one CC=1C=C(C=CC1C)C=1NC(C2=C(C=NC=C2C1)N[C@H]1CS(C=C1)(=O)=O)=O